ClC=1C=C2C(=NC(=NC2=C(C1C1=C2C(=NNC2=CC=C1C)C1CC1)F)OC[C@@H]1N(CCOC1)C)N1C[C@H](N(C[C@@H]1C)C(C=C)=O)C 1-((2R,5S)-4-(6-chloro-7-(3-cyclopropyl-5-methyl-1H-indazol-4-yl)-8-fluoro-2-(((R)-4-methylmorpholin-3-yl)methoxy)quinazolin-4-yl)-2,5-dimethylpiperazin-1-yl)prop-2-en-1-one